FN1C(OC2=C1C=C(C=C2)NC2=NC(=NC=C2C)NC2=CC(=C(C=C2)F)S(=O)(=O)C)=O fluoro-5-(2-(4-fluoro-3-(methylsulfonyl)phenylamino)-5-methylpyrimidin-4-ylamino)benzo[d]oxazol-2(3H)-one